(3R,4S)-(1-(5-(6-ethoxy-1H-pyrazolo[3',4':3,4]pyrazolo[1,5-a]pyridin-4-yl)pyridin-2-yl)-3-hydroxypiperidin-4-yl)-benzamide C(C)OC=1C=C(C=2N(C1)N=C1C2C=NN1)C=1C=CC(=NC1)N1C[C@@H]([C@@H](CC1)C1=C(C(=O)N)C=CC=C1)O